3-((5-(aminomethyl)-1-(4,4,4-trifluorobutyl)-1H-benzo[d]imidazol-2-yl)methyl)-1-ethyl-5-fluoro-1,3-dihydro-2H-benzo[d]imidazol-2-one NCC1=CC2=C(N(C(=N2)CN2C(N(C3=C2C=C(C=C3)F)CC)=O)CCCC(F)(F)F)C=C1